C(C)N[C@@H]1CN(C[C@@H]1F)C=1N=CC(=NC1)C(=O)NC=1N=C(C=2N(C1)C=C(N2)C)OC 5-((3R,4S)-3-(ethylamino)-4-fluoropyrrolidin-1-yl)-N-(8-methoxy-2-methylimidazo[1,2-a]pyrazin-6-yl)pyrazine-2-carboxamide